N-(2-(methylsulfonyl)ethyl)-8-(4-(trifluoromethyl)cyclohex-1-en-1-yl)quinoline-3-carboxamide CS(=O)(=O)CCNC(=O)C=1C=NC2=C(C=CC=C2C1)C1=CCC(CC1)C(F)(F)F